2-ethylhexanoic acid bismuth (III) [Bi+3].C(C)C(C(=O)O)CCCC